OC(CCCCCCCC(=O)O)C=CC(C(CCCCC)O)OCC 9,13-dihydroxy-12-ethoxy-10-octadecenoic acid